CC1(NC(C=2N1C(C(=CC2)NC2=CC(=NC=N2)NC(=O)C2CC2)=O)=O)CC(F)(F)F N-(6-((3-methyl-1,5-dioxo-3-(2,2,2-trifluoroethyl)-1,2,3,5-tetrahydroimidazo[1,5-a]pyridin-6-yl)amino)pyrimidin-4-yl)cyclopropanecarboxamide